O[C@@H](C(=O)OCC)COCCOC ethyl (2R)-2-hydroxy-3-(2-methoxyethoxy)propanoate